4-Hydroxy-7-(pyridin-2-yl)thieno[3,2-d]pyrimidine-2-carboxylic acid OC=1C2=C(N=C(N1)C(=O)O)C(=CS2)C2=NC=CC=C2